FC=1C=NC(=CN1)NC1=NNC(=C1)C 3-fluoro-6-((5-methyl-1H-pyrazol-3-yl)amino)pyrazin